FC([C@@H]1C[C@H](CN(C1)C)NC=1N=NC(=C(N1)C)C1=CC=C2C(C=CS2)=C1O)F 5-(3-(((3R,5R)-5-(difluoromethyl)-1-methylpiperidin-3-yl)amino)-5-methyl-1,2,4-triazin-6-yl)benzothiophene-4-ol